(S)-N-(4-amino-6-methyl-5-(quinolin-3-yl)-8,9-dihydropyrimido[5,4-b]indolizin-8-yl)-2-fluoroacrylamide NC1=NC=NC2=C1C(=C1C(=C[C@@H](CN21)NC(C(=C)F)=O)C)C=2C=NC1=CC=CC=C1C2